OC1=CC2=CC=CC=C2C=C1C(=O)NC1=CC=C(C=C1)OC 2-hydroxy-N-(4'-methoxyphenyl)-3-naphthamide